octanoic acid non-8-yn-1-yl ester C(CCCCCCC#C)OC(CCCCCCC)=O